phenyl-3-aminopropyltrimethoxysilane, hydrochloride Cl.C1(=CC=CC=C1)CO[Si](OC)(OC)CCCN